N-(2-oxo-2-(4-(5-(2-oxoindolin-5-yl)pyridin-2-yl)piperazin-1-yl)ethyl)acetamide O=C(CNC(C)=O)N1CCN(CC1)C1=NC=C(C=C1)C=1C=C2CC(NC2=CC1)=O